The molecule is an L-alpha-amino acid zwitterion resulting from the transfer of a proton from the carboxy group to the amino group of isonocardicin A. It is a conjugate acid of an isonocardicin A(1-). It is a tautomer of an isonocardicin A. C1[C@@H](C(=O)N1[C@H](C2=CC=C(C=C2)O)C(=O)O)NC(=O)/C(=N\\O)/C3=CC=C(C=C3)OCC[C@@H](C(=O)[O-])[NH3+]